8-(2-phenylpropan-2-yl)-3,8-diazabicyclo[3.2.1]octane-3-carboxylate C1(=CC=CC=C1)C(C)(C)N1C2CN(CC1CC2)C(=O)[O-]